C(CCCC)(=O)ONC(=O)OC(C)(C)C (tert-butoxycarbonylamino) pentanoate